C([2H])([2H])([2H])[Se]C1=CC=C(C=C1)C1=CC=CC=C1 [1,1'-biphenyl]-4-yl (methyl-d3) selenoether